C(C)(=O)N1N=C2N=C(N(C(C2=C1I)=O)C)N1CCC2([C@@H]([C@@H](OC2)C)NC(OC(C)(C)C)=O)CC1 tert-butyl ((3S,4S)-8-(2-acetyl-3-iodo-5-methyl-4-oxo-4,5-dihydro-2H-pyrazolo[3,4-d]pyrimidin-6-yl)-3-methyl-2-oxa-8-azaspiro[4.5]decan-4-yl)carbamate